ClC=1C=C2C=NN(C2=CC1C1CCN(CC1)[C@]1([C@H](COC1)O)C)C=1C=NN(C1)C1CC1 |o1:16| (R,R or S,S)-4-(4-(5-chloro-1-(1-cyclopropyl-1H-pyrazol-4-yl)-1H-indazol-6-yl)piperidin-1-yl)-4-methyltetrahydrofuran-3-ol